6-(2-ethoxy-2-oxoethyl)-2-(methylthio)-4H-pyrrolo[2,3-d]thiazole-4-carboxylic acid tert-butyl ester C(C)(C)(C)OC(=O)N1C=C(C2=C1N=C(S2)SC)CC(=O)OCC